OCC12CC(C1)(C2)COC=2C=C(C=1N(C2)N=CC1C#N)C=1C=NC(=CC1)N1CC2N(C(C1)C2)CC=2C=NC(=CC2)OC 6-((3-(Hydroxymethyl)bicyclo[1.1.1]pentan-1-yl)methoxy)-4-(6-(6-((6-methoxypyridin-3-yl)methyl)-3,6-diazabicyclo[3.1.1]heptan-3-yl)pyridin-3-yl)pyrazolo[1,5-a]pyridine-3-carbonitrile